2-({[5-(4-aminoquinazolin-6-yl)thiophen-2-yl]methyl}amino)-N-[(1S)-1-(4-fluorophenyl)ethyl]-5-(methylsulfamoyl)pyridine-3-carboxamide NC1=NC=NC2=CC=C(C=C12)C1=CC=C(S1)CNC1=NC=C(C=C1C(=O)N[C@@H](C)C1=CC=C(C=C1)F)S(NC)(=O)=O